N-(o-tolylmethyl)-5-(3-pyridyl)imidazo[2,1-b][1,3,4]thiadiazol-2-amine C1(=C(C=CC=C1)CNC1=NN2C(S1)=NC=C2C=2C=NC=CC2)C